2-(2,6-difluorophenyl)thiazolo[4,5-c]pyridine FC1=C(C(=CC=C1)F)C=1SC2=C(C=NC=C2)N1